1,1-difluoro-4-isocyano-cyclohexane FC1(CCC(CC1)[N+]#[C-])F